FCC([C@H](CC(=O)OCCC)NC(=O)[C@@]1(CC(=NO1)C1=NC=CC2=CC=CC=C12)C(C)C)=O Propyl (S)-5-fluoro-3-((R)-5-isopropyl-3-(isoquinolin-1-yl)-4,5-dihydroisoxazole-5-carboxamido)-4-oxopentanoate